4-(1-carbamimidoyl-1,2,3,6-tetrahydropyridin-4-yl)-N-[4-(1-carbamimidoyl-1,2,3,6-tetrahydropyridin-4-yl)phenyl]benzamide C(N)(=N)N1CCC(=CC1)C1=CC=C(C(=O)NC2=CC=C(C=C2)C=2CCN(CC2)C(N)=N)C=C1